C(C(C)(C)C)(=O)OCOP(=O)(OCOC(C(C)C)=O)OC[C@H]1O[C@@]([C@@H]([C@@H]1OC(C)=O)O)(C#N)C1=CC=C2C(=NC=NN21)N (((((2R,3S,4R,5R)-3-acetoxy-5-(4-aminopyrrolo[2,1-f][1,2,4]triazin-7-yl)-5-cyano-4-hydroxytetrahydrofuran-2-yl)methoxy)((isobutyryloxy)methoxy) phosphoryl)oxy)methyl pivalate